(1S,2R,3R,5R)-3-((S)-(4-chlorophenyl)(hydroxy)methyl)-5-((E)-4-hydrazineylidene-6-methyl-1,4-dihydro-7H-pyrrolo[2,3-d]pyrimidin-7-yl)cyclopentane-1,2-diol ClC1=CC=C(C=C1)[C@H]([C@@H]1[C@H]([C@H]([C@@H](C1)N1C(=CC\2=C1NC=N/C2=N/N)C)O)O)O